C(C)(C)(C)OC(=O)N1C(C=2C=CC(=NC2CC1CC(C)(C)C)Cl)=O 2-chloro-7-neopentyl-5-oxo-7,8-dihydro-1,6-naphthyridine-6(5H)-carboxylic acid tert-butyl ester